pentafluoropropenyl thioether FC(=C(F)SC(=C(C(F)(F)F)F)F)C(F)(F)F